CN1C=C(C(=CC1=O)C(F)(F)F)C(=O)O 1-methyl-6-oxo-4-(trifluoromethyl)-1,6-dihydropyridine-3-carboxylic acid